5-(4-((7-ethyl-6-oxo-5,6-dihydro-1,5-naphthyridin-3-yl)methyl)-4-hydroxypiperidin-1-yl)-N,6-dimethylpicolinamide C(C)C=1C(NC=2C=C(C=NC2C1)CC1(CCN(CC1)C=1C=CC(=NC1C)C(=O)NC)O)=O